1-propynyl-glycerol bis(2-(2-hydroxyphenyl)benzo-thiazolate) zinc [Zn].OC1=C(C=CC=C1)C1(SC2=C(N1)C=CC=C2)C(=O)OC(COC#CC)COC(=O)C2(SC1=C(N2)C=CC=C1)C1=C(C=CC=C1)O